germanium-antimony-selenium [Se].[Sb].[Ge]